(5-bromo-2-fluorobenzofuran-3-yl)methanol BrC=1C=CC2=C(C(=C(O2)F)CO)C1